((S)-oxetan-2-ylmethyl)-benzo[d]imidazole-6-carboxylic acid O1[C@H](CC1)CC=1NC2=C(N1)C=C(C=C2)C(=O)O